5,6a-epoxy-cholestan CC(C)CCC[C@@H](C)[C@H]1CC[C@H]2[C@@H]3C[C@H]4C5(CCCC[C@]5(C)[C@H]3CC[C@]12C)O4